ClC1=C(C(=CC=C1)Cl)NC=1S\C(\C(N1)=O)=C/C=1C=C2N=CC=NC2=CC1 (5Z)-2-[(2,6-Dichlorophenyl)amino]-5-(6-quinoxalinylmethylene)-4(5H)-thiazolone